CC1=C(C=2C=CN=C(C2C=C1)NC1=CC(=CC=C1)C(F)(F)F)N 6-methyl-N1-(3-trifluoromethyl-phenyl)-isoquinolin-1,5-diamine